C(CC(C)C)N1C(=CC=C1)C(\C=C\C1=CC=CC=C1)=O (E)-1-(N-isoamyl-pyrrol-2-yl)-3-phenylprop-2-en-1-one